3-amino-2-hydroxybenzonitrile NC=1C(=C(C#N)C=CC1)O